N[C@H]1CN(C[C@@H](C1)F)C(=O)C1=CC=CC=2N(C(=NC21)C2=CC=1C(=NC(=CC1)C=1C=C3CCC(NC3=CC1)=O)N2CC2CC2)C 6-(2-{[(3R,5R)-3-amino-5-fluoropiperidine-1-carbonyl]-1-methyl-1H-1,3-benzodiazol-2-yl}-1-(cyclopropylmethyl)-1H-pyrrolo[2,3-b]pyridin-6-yl)-1,2,3,4-tetrahydroquinolin-2-one